C1(CCCCC1)N(S(=O)(=O)C=C)C1=CC=C(C=C1)OC N-cyclohexyl-N-(4-methoxyphenyl)ethenesulfonamide